3-((benzyloxy)methyl)-1-((4aR,6R,7R,7aR)-2-chloro-7-methoxy-2-oxidotetrahydro-4H-furo[3,2-d][1,3,2]dioxaphosphinin-6-yl)pyrimidine-2,4(1H,3H)-dione C(C1=CC=CC=C1)OCN1C(N(C=CC1=O)[C@H]1[C@@H]([C@@H]2OP(OC[C@H]2O1)(=O)Cl)OC)=O